O1C=NC2=C1C=CC(=C2)CN (1,3-benzoxazol-5-yl)methan-amine